(3R)-N-{(1S)-1-[(4,5-dimethyl-3,6-dihydropyridin-1(2H)-yl)methyl]-2-methylpropyl}-7-hydroxy-1,2,3,4-tetrahydroisoquinoline-3-carboxamide CC=1CCN(CC1C)C[C@H](C(C)C)NC(=O)[C@@H]1NCC2=CC(=CC=C2C1)O